C1(CC1)NC1=NC=CC2=C1C(=NN2CC2=CC=C(C=C2)OC)C2=NC=NC(=C2)N2C[C@@H](O[C@@H](C2)C)C N-cyclopropyl-3-(6-((2S,6R)-2,6-dimethylmorpholinyl)pyrimidin-4-yl)-1-(4-methoxybenzyl)-1H-pyrazolo[4,3-c]pyridine-4-amine